C(CC(C)C)C(C(=O)O)=C(C1=CC=CC=C1)OC isoamyl-β-methoxycinnamic acid